C(C1=CC=CC=C1)N1CC2(CC1)CCC(CC2)N[C@H](CCCCNS(=O)(=O)C)C(=O)N2[C@@H](CN(CC2)C(=O)OC2=C(C1=CC=CC=C1C=C2)Cl)C(NCC=2SC=CC2)=O 1-chloronaphthalen-2-yl (3S)-4-[N2-(2-benzyl-2-azaspiro[4.5]dec-8-yl)-N6-(methylsulfonyl)-D-lysyl]-3-[(thiophen-2-ylmethyl)carbamoyl]piperazine-1-carboxylate